(S)-N-(1-(5-(2-methoxyquinolin-3-yl)-1,3,4-oxadiazol-2-yl)-7-oxononyl)-8-methyl-1-oxa-2,8-diazaspiro[4.5]dec-2-ene-3-carboxamide COC1=NC2=CC=CC=C2C=C1C1=NN=C(O1)[C@H](CCCCCC(CC)=O)NC(=O)C1=NOC2(C1)CCN(CC2)C